6-(2-{6-azaspiro[2.5]octane-6-yl}-4-iodobenzoylamino)-8-(4,4-difluoropiperidin-1-yl)quinoline-3-Carboxamide C1CC12CCN(CC2)C2=C(C(=O)NC=1C=C3C=C(C=NC3=C(C1)N1CCC(CC1)(F)F)C(=O)N)C=CC(=C2)I